ClC=1C=C(C=C(C1)Cl)C(C(=O)N1CC2=C(N=C(NC2=O)C2(CC2)C2=CC=CC=C2)CC1)O 6-(2-(3,5-dichlorophenyl)-2-hydroxyacetyl)-2-(1-phenylcyclopropyl)-5,6,7,8-tetrahydropyrido[4,3-d]pyrimidin-4(3H)-one